FC(CN)(C1=CC=C(C=C1)Br)F 2,2-difluoro-2-(4-bromophenyl)ethane-1-amine